Cl.C(C=C)OC1C(NCC1)C(=O)OC methyl 3-(allyloxy)pyrrolidine-2-carboxylate hydrochloride